S(=O)(=O)(ON1[C@@H]2CC[C@H](N(C1=O)C2)C(NS(=O)(=O)C2CC2)=N)O (2S,5R)-2-(N-(cyclopropylsulfonyl) carbamimidoyl)-7-oxo-1,6-diazabicyclo[3.2.1]octan-6-yl hydrogen sulfate